C1(CC1)N1N=C(C(=C1)CC1CC2(CN(C2)C(=O)OC(C)(C)C)C1)C(F)(F)F tert-butyl 6-[[1-cyclopropyl-3-(trifluoromethyl) pyrazol-4-yl] methyl]-2-azaspiro[3.3]heptane-2-carboxylate